[4-(N-2-methoxybenzoylsulfamoyl)phenyl]-3-methylurea COC1=C(C(=O)NS(=O)(=O)C2=CC=C(C=C2)NC(=O)NC)C=CC=C1